CN1N=CC2=CC(=CC(=C12)OC1=CC=C(C=C1)OCCN1C(CCC1)=O)C(=O)N 1-methyl-7-[4-[2-(2-oxopyrrolidin-1-yl)ethoxy]phenoxy]indazole-5-carboxamide